2-pyrrolidone-N-butyric acid N1(C(CCC1)=O)CCCC(=O)O